di-(tert-butyl)(3,5-di-(trifluoroethoxy)phenyl)phosphine C(C)(C)(C)P(C1=CC(=CC(=C1)OCC(F)(F)F)OCC(F)(F)F)C(C)(C)C